(2S,4R)-1-((S)-2-(3-(2-aminoethoxy)propanamido)-3,3-dimethylbutanoyl)-4-hydroxy-N-(4-(4-methylthiazol-5-yl)benzyl)pyrrolidine-2-carboxamide NCCOCCC(=O)N[C@H](C(=O)N1[C@@H](C[C@H](C1)O)C(=O)NCC1=CC=C(C=C1)C1=C(N=CS1)C)C(C)(C)C